tert-butyl 7-acryloyl-2-(2-hydroxy-4-isopropylphenyl)-2,3,4,5a,6,7,8,9-octahydro-5H-10-oxa-1,2,5,7-tetraazacycloocta[cd]indene-5-carboxylate C(C=C)(=O)N1CC2C=3C(=NN(C3CCN2C(=O)OC(C)(C)C)C2=C(C=C(C=C2)C(C)C)O)OCC1